C1CCN2C1=C(C=1C=CC=CC21)C(=O)OCC ethyl 2,3-dihydro-1H-pyrrolo[1,2-a]indole-9-carboxylate